ClC(=O)OCC=C allyl chloroformate